CN[C@@H](C)C(=O)O N-Methyl-L-Alanin